COC=1C(=C2C=CN(C2=C(C1)C)C(=O)OC(C)(C)C)CN1C(CN(CC1)CCC(F)(F)F)C1=CC(=C(C=C1)C(=O)OC)N1C(CCC1)=O tert-butyl 5-methoxy-4-((2-(4-(methoxycarbonyl)-3-(2-oxopyrrolidin-1-yl)phenyl)-4-(3,3,3-trifluoropropyl)piperazin-1-yl)methyl)-7-methylindole-1-carboxylate